N1(CCC1)C1=C(C(=NC(=C1)NC1=NN(C(=C1)C)C(C)(C)C)C[C@@]1(C[C@H](N(CC1)C(=O)OC(C)(C)C)C)C(=O)OC(C)(C)C)F Di-tert-butyl (2R,4R)-4-((4-(azetidin-1-yl)-6-((1-(tert-butyl)-5-methyl-1H-pyrazol-3-yl)amino)-3-fluoropyridin-2-yl)methyl)-2-methylpiperidine-1,4-dicarboxylate